((3-((4-(cyclopentanecarbonyl)piperazin-1-yl)methyl)-2-methylphenyl)amino)-6,7-dihydrobenzothiazol-4(5H)-one C1(CCCC1)C(=O)N1CCN(CC1)CC=1C(=C(C=CC1)NC=1SC2=C(N1)C(CCC2)=O)C